FC([C@@H](C)N[C@@H]1CCCN2C(COC=3C=CC=CC3C3CC(OC[C@H]12)C3)=O)(F)F (1s,15R,16S,19s)-15-{[(2R)-1,1,1-trifluoropropan-2-yl]amino}-8,18-dioxa-11-azatetracyclo[17.1.1.02,7.011,16]henicosa-2(7),3,5-trien-10-one